ClC1=CC2=C(C(=N1)F)N=CN2C(C)C 6-chloro-4-fluoro-1-isopropyl-imidazo[4,5-c]pyridine